CC1=NOC(=C1C=1C=NC=2CC(N(C(C2C1)([2H])[2H])C1=C(C=C(N=N1)C#N)C)([2H])[2H])C 6-(3-(3,5-dimethylisoxazol-4-yl)-7,8-dihydro-1,6-naphthyridin-6(5H)-yl-5,5,7,7-d4)-5-methylpyridazine-3-carbonitrile